N1(CCNCC1)C(C)O (piperazin-1-yl)ethan-1-ol